(2R,6R)-6-methylmorpholine-2-carboxylic acid methyl ester hydrochloride Cl.COC(=O)[C@H]1CNC[C@H](O1)C